tert-butyl-[(5-ethoxy-3,4-dihydro-2H-pyrrol-3-yl)oxy]-dimethyl-silane C(C)(C)(C)[Si](C)(C)OC1CN=C(C1)OCC